chloro-N-(4-((4-(2,2-difluoroethyl)piperazin-1-yl)methyl)-3-(trifluoromethyl)phenyl)-1-methyl-6-(pyrazolo[1,5-a]pyrazin-3-yloxy)-1H-imidazo[4,5-b]pyridin-2-amine ClC1=C(C=C2C(=N1)N=C(N2C)NC2=CC(=C(C=C2)CN2CCN(CC2)CC(F)F)C(F)(F)F)OC=2C=NN1C2C=NC=C1